(2R,4S)-1-[(2R)-2-(4-cyclopropyltriazol-1-yl)-3,3-dimethyl-butanoyl]-N-[1-(3,4-dihydro-1H-isoquinolin-2-ylmethyl)-2,2-dimethyl-propyl]-4-hydroxy-pyrrolidine-2-carboxamide C1(CC1)C=1N=NN(C1)[C@@H](C(=O)N1[C@H](C[C@@H](C1)O)C(=O)NC(C(C)(C)C)CN1CC2=CC=CC=C2CC1)C(C)(C)C